C(#N)C1=CC=C(C=C1)C(CNC(=O)C1CC1)=O N-[2-(4-cyanophenyl)-2-oxoethyl]cyclopropanecarboxamide